(S)-4-(4-tert-Butyldimethylsilanylphenyl)-5,5-dimethyloxazolidinone [Si](C)(C)(C(C)(C)C)C1=CC=C(C=C1)[C@@H]1NC(OC1(C)C)=O